C(#N)C=1C=C(CN2C(N(C(N=C2SC)=O)C2=CN=CC3=CC=CC(=C23)CCC(=O)OC(C)(C)C)=O)C=CC1F tert-butyl 3-(4-(3-(3-cyano-4-fluorobenzyl)-4-(methylthio)-2,6-dioxo-3,6-dihydro-1,3,5-triazin-1(2H)-yl)isoquinolin-5-yl)propanoate